NC1=C2C=NNC2=CC(=C1)C#N 4-amino-1H-indazole-6-carbonitrile